C1=CC(C=CC1O)(C[C@@H](C(=O)[O-])[NH3+])C(=O)[O-] The molecule is conjugate base of L-arogenic acid arising from deprotonation of the two carboxy groups and protonation of the amino group; major species at pH 7.3. It is a conjugate base of a L-arogenic acid.